The molecule is a tetrahydroxyflavanone that is (2S)-flavanone substituted by hydroxy groups at positions 5, 7, 3' and 5' and a geranyl group at position 8. Isolated from Macaranga bicolor, it exhibits inhibitory activity against breast cancer resistance protein. It has a role as a metabolite and a breast cancer resistance protein inhibitor. It is a tetrahydroxyflavanone and a member of 3'-hydroxyflavanones. It derives from a (2S)-flavanone. CC(=CCC/C(=C/CC1=C2C(=C(C=C1O)O)C(=O)C[C@H](O2)C3=CC(=CC(=C3)O)O)/C)C